(R)-(3-(4-fluorophenethyl)-1-(2-(pyridin-2-yl)propan-2-yl)pyrrolidin-3-yl)methanol FC1=CC=C(CC[C@@]2(CN(CC2)C(C)(C)C2=NC=CC=C2)CO)C=C1